C1(CCCCC1)C(=O)N1CCN(CC1)C(CCN1C(C2=C(C=CC=C2C=C1)F)=O)=O (3-(4-(cyclohexanecarbonyl)piperazin-1-yl)-3-oxopropyl)-8-fluoroisoquinolin-1(2H)-one